4-((4-((3-(phenoxymethyl)cyclopentyl)methyl)phenyl)carbamoyl)piperazin-1-ium chloride [Cl-].O(C1=CC=CC=C1)CC1CC(CC1)CC1=CC=C(C=C1)NC(=O)N1CC[NH2+]CC1